C(C)(C)(C)C=1C(=C(C=C(C1)C)N1N=C2C(=N1)C=CC(=C2)Cl)O 2-(3-tert-butyl-5-methyl-2-hydroxyphenyl)-5-chlorobenzotriazole